2-(5-((4-methoxybenzyl)oxy)pyridine-3-yl)isoindolin-1-one COC1=CC=C(COC=2C=C(C=NC2)N2C(C3=CC=CC=C3C2)=O)C=C1